Silol [SiH2]1C=CC=C1